(R)-N-(3-(2-((3-methoxy-1-methyl-1H-pyrazol-4-yl)amino)-5-methylpyrimidine-4-yl)-1H-pyrrolo[2,3-c]Pyridin-7-yl)-2-(4-methylpiperazin-1-yl)butanamide COC1=NN(C=C1NC1=NC=C(C(=N1)C1=CNC2=C(N=CC=C21)NC([C@@H](CC)N2CCN(CC2)C)=O)C)C